C1(CCCC1)C1=CC(=NN1)N(C1=NC(=NC=C1)N(C1CCC(CC1)CC(=O)O)C)C 2-(4-((4-((5-cyclopentyl-1H-pyrazol-3-yl)(methyl)amino)pyrimidin-2-yl)(methyl)amino)cyclohexyl)acetic acid